NCCCC[C@@H](C(COC1=CC(=CC=C1)F)=O)NC(=O)C1CCCC1 (S)-N-(7-amino-1-(3-fluorophenoxy)-2-oxohept-3-yl)cyclopentanecarboxamide